3,4,5-trifluoro-2-aminobiphenyl FC=1C(=C(C=C(C1F)F)C1=CC=CC=C1)N